titanium(III) phosphide P#[Ti]